N[C@@H]1C[C@H](N(C1)C(=O)C1=CC2=C(S1)C=CC(=C2)Cl)C=2SC=C(N2)C(=O)N[C@@H](C(=O)NC)CCCCNC(=N)N 2-((2S,4R)-4-Amino-1-(5-chlorobenzo[b]thiophen-2-carbonyl)pyrrolidin-2-yl)-N-((R)-6-guanidino-1-(methylamino)-1-oxohexan-2-yl)thiazol-4-carboxamid